(2E,2'E)-N,N'-(bicyclo[1.1.1]pentane-1,3-diyl)bis[3-(3,4-dichlorophenyl)prop-2-enamide] C12(CC(C1)(C2)NC(\C=C\C2=CC(=C(C=C2)Cl)Cl)=O)NC(\C=C\C2=CC(=C(C=C2)Cl)Cl)=O